N-(3-Hydroxy-4-(4-(2-methoxyphenyl)piperazin-1-yl)butyl)-1-methyl-2-oxoindoline-5-carboxamide OC(CCNC(=O)C=1C=C2CC(N(C2=CC1)C)=O)CN1CCN(CC1)C1=C(C=CC=C1)OC